4-((2,5-difluoro-4-(1-propynyl)phenyl)ethynyl)-4'-n-pentyl-1,1'-biphenyl FC1=C(C=C(C(=C1)C#CC)F)C#CC1=CC=C(C=C1)C1=CC=C(C=C1)CCCCC